C(N)(=O)C1=NC=C2N1C=CC(=C2)C=2C=C(C=NC2C(F)(F)F)C(=O)O 5-(3-carbamoyl-imidazo[1,5-a]pyridin-7-yl)-6-(trifluoromethyl)pyridine-3-carboxylic acid